FC=1C(=C(C(=C(C1)F)OC)C1=CC(=NN1CC(C)C)C(=O)N[C@H](CC(=O)O)CC(C)C)OC (3S)-3-{[5-(3,5-difluoro-2,6-dimethoxyphenyl)-1-(2-methylpropyl)-1H-pyrazol-3-yl]formamido}-5-methylhexanoic acid